(tert-Butoxymethyl)-2,8-dimethylhexahydro-2H-pyrazino[1,2-a]pyrazine-6,9-dione C(C)(C)(C)OCC1C2N(CCN1C)C(CN(C2=O)C)=O